Sodium (2S,5R)-7-oxo-2-(N-(piperidine-4-carbonyl) carbamimidoyl)-1,6-diazabicyclo[3.2.1]octan-6-yl sulfate S(=O)(=O)(ON1[C@@H]2CC[C@H](N(C1=O)C2)C(NC(=O)C2CCNCC2)=N)[O-].[Na+]